5-(4-allyl-2-methoxyphenyl)pent-4-yn-1-ol C(C=C)C1=CC(=C(C=C1)C#CCCCO)OC